FC1([C@H](CN(CC1)C(C(=O)NC1=NC=C(C=C1)CC=1OC=CN1)C)C1=CNC(C=C1)=O)F 2-((S)-4,4-difluoro-3-(6-oxo-1,6-dihydropyridin-3-yl)piperidin-1-yl)-N-(5-(oxazol-2-ylmethyl)pyridin-2-yl)propanamide